6-(3-amino-6-(1-methyl-1H-pyrazol-4-yl)pyrazin-2-yl)-2-(o-tolyl)pyridazin-3(2H)-one 2,2,2-trifluoroacetate salt FC(C(=O)O)(F)F.NC=1C(=NC(=CN1)C=1C=NN(C1)C)C=1C=CC(N(N1)C1=C(C=CC=C1)C)=O